COC(=O)C1C(O)=CC=CC=1OC/C=C/C1C=CC=C(C2=CC(C(=O)O)=NO2)C=1 Isoxazolecarboxylic acid